[4-[4-[6-chloro-4-(trifluoromethyl)-2-pyridyl]piperazin-1-yl]sulfonylphenyl]-3-(2,5-diazabicyclo[2.2.1]heptan-2-yl)benzamide ClC1=CC(=CC(=N1)N1CCN(CC1)S(=O)(=O)C1=CC=C(C=C1)C1=C(C(=O)N)C=CC=C1N1C2CNC(C1)C2)C(F)(F)F